4-[[4-[[(1S)-2-hydroxy-1-phenyl-ethyl]amino]-5-[3-(trifluoromethyl)-1H-1,2,4-triazol-5-yl]pyrimidin-2-yl]amino]-N,N,2-trimethyl-benzamide OC[C@H](C1=CC=CC=C1)NC1=NC(=NC=C1C1=NC(=NN1)C(F)(F)F)NC1=CC(=C(C(=O)N(C)C)C=C1)C